FC(C(CC(=O)OCCCCCCCC)=O)(F)F Octyl 4,4,4-trifluoroacetoacetate